6-Chloro-1-isopropyl-1H-pyrazolo[3,4-b]pyridine ClC1=CC=C2C(=N1)N(N=C2)C(C)C